IC=1C=NNC1C1=C(C=CC=C1)C(F)(F)F 4-Iodo-5-(2-(trifluoromethyl)phenyl)-1H-pyrazole